4-(((4-bromophenyl)sulfonyl)methyl)-N,N-dimethylpiperidine-1-carboxamide BrC1=CC=C(C=C1)S(=O)(=O)CC1CCN(CC1)C(=O)N(C)C